(S)-1-(2-(4-((7-methoxyquinolin-5-yl)amino)piperidin-1-yl)acetyl)pyrrolidine-2-carbonitrile COC1=CC(=C2C=CC=NC2=C1)NC1CCN(CC1)CC(=O)N1[C@@H](CCC1)C#N